OC(C)(C)C=1SC2=C(N1)CC1(CCNCC1)[C@@H]2NS(=O)C(C)(C)C N-((S)-2-(2-hydroxypropan-2-yl)-4,6-dihydrospiro[cyclopenta[d]thiazole-5,4'-piperidin]-6-yl)-2-methylpropane-2-sulfinamide